ethoxydimethyl{[(oxiran-2-yl)methoxy]methyl}silane C(C)O[Si](COCC1OC1)(C)C